6-Chloro-2-methoxythieno[3,2-b]pyrazin-3-amine ClC1=CC2=NC(=C(N=C2S1)N)OC